N-behenoyldihydrosphingosine CCCCCCCCCCCCCCCCCCCCCC(=O)N[C@@H](CO)[C@@H](CCCCCCCCCCCCCCC)O